N1N=CC(=C1)C=1C=NC2=CC=C(C=C2N1)C(=O)C=1C=C(C=CC1)NC(=O)NC1=CC=C(C=C1)F 1-(3-(3-(1H-pyrazol-4-yl)quinoxaline-6-carbonyl)phenyl)-3-(4-fluorophenyl)urea